CC=1C(C(=C(C1C)C)C)[SiH3].[Li] lithium (2,3,4,5-tetramethyl-2,4-cyclopentadien-1-yl)silane salt